[NH4+].C1(=CC=C(C=C1)C[C@H](C[C@H](C(=O)OCC)C)NC(CCC(=O)O)=O)C1=CC=CC=C1.[K+] potassium 4-(((2S,4R)-1-([1,1'-biphenyl]-4-yl)-5-ethoxy-4-methyl-5-oxopentan-2-yl)amino)4-oxobutanoic acid ammonium